ClC=1C=C(C(=NC1)N1C(C(N(C(C1)=O)CC1=CC=C(C=C1)C(F)(F)F)C1CC(C1)O)=O)F 1-(5-chloro-3-fluoropyridin-2-yl)-3-((1s,3s)-3-hydroxy-cyclobutyl)-4-(4-(trifluoro-methyl)benzyl)piperazine-2,5-dione